3-methoxy-5-(trifluoromethyl)aniline ethyl-1-[1-{4-chloro-4'-[4-(2-methylpropyl)piperazin-1-yl][1,1'-biphenyl]-2-yl}piperidin-3-yl]-5-(trifluoromethyl)-1H-pyrazole-4-carboxylate C(C)OC(=O)C=1C=NN(C1C(F)(F)F)C1CN(CCC1)C1=C(C=CC(=C1)Cl)C1=CC=C(C=C1)N1CCN(CC1)CC(C)C.COC=1C=C(N)C=C(C1)C(F)(F)F